(4-dimethylamino-8-hydroxyquinoline) iridium (III) [Ir+3].CN(C1=CC=NC2=C(C=CC=C12)O)C